6-(2,8-dimethylimidazo[1,2-a]pyridin-6-yl)-4-fluoro-2-[(piperidin-4-yl)oxy]-1,3-benzothiazole hydrochloride Cl.CC=1N=C2N(C=C(C=C2C)C2=CC3=C(N=C(S3)OC3CCNCC3)C(=C2)F)C1